dichloro(2-picolinic acid) gold (III) [Au+3].ClC1=C(C(=NC=C1)C(=O)O)Cl